C(CCC\C=C/C\C=C/C\C=C/C\C=C/CCCCC)(=O)OCCCCCCCCCCCCCCCCCCCCCCCCCCCC montanyl arachidonate